CC(=O)C1=C(C=CC(=C1)OC)O 2-hydroxy-5-methoxyacetophenone